3-amino-N-(5-chlorobenzo[d]isothiazol-6-yl)-2-(p-tolyl)propanamide NCC(C(=O)NC1=CC2=C(C=NS2)C=C1Cl)C1=CC=C(C=C1)C